(β-chloropropyl) Phosphate P(=O)(OCC(C)Cl)([O-])[O-]